BrC1=CC(=C(C=C1)I)C(F)F 4-bromo-2-(difluoromethyl)-1-iodo-benzene